NC1CN(CC1)C(=O)[C@H]1CN(C[C@H](O1)C)C1=C2C=CC=NC2=C(C=C1)C(F)(F)F (3-aminopyrrolidin-1-yl)-[(2R,6R)-6-methyl-4-[8-(trifluoromethyl)-5-quinolinyl]morpholin-2-yl]methanone